1-(2-oxaspiro[3.3]heptan-6-yl)pyrazole-4-sulfonamide C1OCC12CC(C2)N2N=CC(=C2)S(=O)(=O)N